4-(3-(2,4-dimethylpyridin-3-yl)-3-oxopropanoyl)piperidine-1-carboxylate CC1=NC=CC(=C1C(CC(=O)C1CCN(CC1)C(=O)[O-])=O)C